NC1=CC=C(C=N1)/C=C/C(=O)NCC=1OC2=C(C1)C=C(C=C2C2=C(C=C(C=C2)F)F)C2=NC=C(C=C2)C(=O)N2CCC(CC2)(F)F (E)-3-(6-aminopyridin-3-yl)-N-((7-(2,4-difluorophenyl)-5-(5-(4,4-difluoropiperidine-1-carbonyl)pyridin-2-yl)benzofuran-2-yl)methyl)acrylamide